FC=1C=C(C=CC1F)C=1C(=C2N(N1)CCC2)C=2C=C1C=NNC1=CC2 5-(2-(3,4-Difluorophenyl)-5,6-dihydro-4H-pyrrolo[1,2-b]pyrazol-3-yl)-1H-indazole